di(o-bromobenzyl)tin dibromide BrC1=C(C[Sn](CC2=C(C=CC=C2)Br)(Br)Br)C=CC=C1